C1(CC1)[C@]1(C(N(C[C@H]1C)C=1C=2N(N=CC1)C=C(C2)C=2C=NN(C2)[C@H]2C(C2)(F)F)=O)C#N |o1:23| (3R,4S)-3-cyclopropyl-1-[6-[1-[(1R*)-2,2-difluorocyclopropyl]pyrazol-4-yl]pyrrolo[1,2-b]pyridazin-4-yl]-4-methyl-2-oxopyrrolidine-3-carbonitrile